ClC1=CC=CC=2C(=NC(SC21)(C)C)C=2C=NC(=C(C2)C)C 8-chloro-4-(5,6-dimethyl-3-pyridyl)-2,2-dimethyl-1,3-benzothiazine